BrC1=CC=C2CN(C(C2=C1)=O)[C@@H]1C[C@@H](CCC1)NC1=NC=C(C(=N1)OC)Cl 6-bromo-2-((1S,3R)-3-((5-chloro-4-methoxypyrimidin-2-yl)amino)cyclohexyl)isoindolin-1-one